C(C1=CC=CC=C1)(=O)C1=NCCC1 Benzoylazacyclopentene